NC1=C(C2=C(S1)C=CC(=C2C=2C1=C(C=3C(=NC(=NC3C2F)N2C[C@H](CC2)N(C)C)NC2=CC=NN2C)COC1)F)C#N 2-Amino-4-(3-((S)-3-(dimethylamino)pyrrolidin-1-yl)-5-fluoro-1-((1-methyl-1H-pyrazol-5-yl)amino)-7,9-dihydrofuro[3,4-f]quinazolin-6-yl)-5-fluorobenzo[b]thiophene-3-carbonitrile